1-((3S,5R)-4-(3-(4-(2,6-dichloro-3,5-dimethoxyphenyl)-8-(methylamino)-[1,2,4]triazolo[1',5':1,6]pyrido[2,3-d]pyrimidin-2-yl)propyl)azetidine-1-yl)prop-2-en-1-one ClC1=C(C(=C(C=C1OC)OC)Cl)C1=CC=2C(=NC(=NC2)NC)N2C1=NC(=N2)CCCC2CCN2C(C=C)=O